ClC=1C=C(C(=NC1)OC=1C=C2C(=NC1C)N=C(N2C)C(=O)NC2(CCS(CC2)(=O)=O)C)OCC(F)F 6-[[5-Chloro-3-(2,2-difluoroethoxy)-2-pyridyl]oxy]-1,5-dimethyl-N-(4-methyl-1,1-dioxo-thian-4-yl)imidazo[4,5-b]pyridine-2-carboxamide